CCOP(=O)=O.CCOP(=O)=O.CCOP(=O)=O.[Al+3] The molecule is an aluminium salt composed of ethyl phosphonate anions and aluminium cations in a 3:1 ratio. A fungicide for various horticultural crops used to control a range of diseases including Phytophthora, Pythium and Plasmopara. It has a role as an antifungal agrochemical. It contains a fosetyl(1-).